5-(6-(azidomethyl)-8-methoxy-2,3-dihydrobenzo[b][1,4]dioxin-2-yl)-2-methoxypyridine N(=[N+]=[N-])CC1=CC2=C(OC(CO2)C=2C=CC(=NC2)OC)C(=C1)OC